tert-butyl (1S,4S)-5-[4-(3-chloro-2-fluoro-4-hydroxy-anilino)pyrimido[5,4-d]pyrimidin-6-yl]-2,5-diazabicyclo[2.2.1]heptane-2-carboxylate ClC=1C(=C(NC=2C3=C(N=CN2)C=NC(=N3)N3[C@@H]2CN([C@H](C3)C2)C(=O)OC(C)(C)C)C=CC1O)F